C=1N=C(N2C1C=CC=C2)C[C@@H](C)N(C)C |r| rac-1-(imidazo[1,5-a]pyridin-3-yl)-N,N-dimethylpropan-2-amine